C(C)N(C=NC1=C(C=C(C(=C1)C)C1(COC1)OCC1=C(C=CC(=C1)F)C(F)(F)F)C)C N-ethyl-N'-(4-(3-((5-fluoro-2-(trifluoromethyl)benzyl)oxy)oxetan-3-yl)-2,5-dimethylphenyl)-N-methylformimidamide